Tertiarybutyl peroxypivalate C(C(C)(C)C)(=O)OOC(C)(C)C